(S)-1-(2-chloro-5-(9-((3,3-difluoropiperidin-4-yl)methyl)-3,9-diazaspiro[5.5]undecane-3-carbonyl)-3-methylphenyl)dihydropyrimidine-2,4(1H,3H)-dione trifluoroacetate FC(C(=O)O)(F)F.ClC1=C(C=C(C=C1C)C(=O)N1CCC2(CC1)CCN(CC2)C[C@H]2C(CNCC2)(F)F)N2C(NC(CC2)=O)=O